ClC=1C=C(C=CC1)C1N(CCN(C1)C)C(=O)C1=C(C=C(C=C1)NC(=O)C1CC1)N1CCC2(COC2)C1 N-[4-[2-(3-chlorophenyl)-4-methylpiperazine-1-carbonyl]-3-(2-oxa-7-azaspiro[3.4]octan-7-yl)phenyl]cyclopropanecarboxamide